ClC=1C(=CC(=C(C1)C1=NNC=C1C=1N=C2C=C(C=NC2=CC1)C1=CC2=C(N=N1)CCN(C2)C(=O)OC)F)F methyl 3-[6-[3-(5-chloro-2,4-difluoro-phenyl)-1H-pyrazol-4-yl]-1,5-naphthyridin-3-yl]-7,8-dihydro-5H-pyrido[4,3-c]pyridazine-6-carboxylate